OCC1CN(CCO1)C=1C=C2C(=NC1)NC(N2C2CCN(CC2)C(C2=CC=C(C=C2)OC(F)(F)F)=O)=O 6-[2-(hydroxymethyl)morpholin-4-yl]-1-[1-[4-(trifluoromethoxy)benzoyl]-4-piperidyl]-3H-imidazo[4,5-b]pyridin-2-one